5,10,15,20-tetra(4-bromophenyl)-porphyrin BrC1=CC=C(C=C1)C=1C2=CC=C(N2)C(=C2C=CC(C(=C3C=CC(=C(C=4C=CC1N4)C4=CC=C(C=C4)Br)N3)C3=CC=C(C=C3)Br)=N2)C2=CC=C(C=C2)Br